tert-butyl (2R)-2-[2-(4-[3-[(3-chloro-2-methoxyphenyl)amino]-4-oxo-1H,5H,6H,7H-pyrrolo[3,2-c]pyridin-2-yl]pyridin-3-yl)ethynyl]-4,4-difluoropyrrolidine-1-carboxylate ClC=1C(=C(C=CC1)NC1=C(NC2=C1C(NCC2)=O)C2=C(C=NC=C2)C#C[C@@H]2N(CC(C2)(F)F)C(=O)OC(C)(C)C)OC